N-(trimethylsilyl)-2,3-dichloro-2,3,3-trifluoropropionamide C[Si](NC(C(C(F)(F)Cl)(F)Cl)=O)(C)C